2-(4-(4-acetamidophenoxy)-2-methyl-4-oxobutan-2-yl)-3,5-dimethylphenyl (1,3-bis(palmitoyloxy)propan-2-yl) succinate C(CCC(=O)OC(COC(CCCCCCCCCCCCCCC)=O)COC(CCCCCCCCCCCCCCC)=O)(=O)OC1=C(C(=CC(=C1)C)C)C(C)(CC(=O)OC1=CC=C(C=C1)NC(C)=O)C